5-(5-bromo-2,3-difluorophenoxy)-3-fluoro-2-(4-fluorophenyl)pentan-2-ol BrC=1C=C(C(=C(OCCC(C(C)(O)C2=CC=C(C=C2)F)F)C1)F)F